6-(1,2,3,5,6,7,8,8a-Octahydroindolizin-8-ylamino)-3-[2-hydroxy-4-(trifluoro-methyl)phenyl]-4-methyl-1,2,4-triazin-5-one C1CCN2CCCC(C12)NC=1C(N(C(=NN1)C1=C(C=C(C=C1)C(F)(F)F)O)C)=O